C(#N)C=1C(N(C2=NC(=C(C=C2C1N1[C@H](CNCC1)C)F)C1=C(C(=CC=C1O)Cl)F)C=1C(=NC=CC1C)C(C)C)=O (S)-4-(3-cyano-6-fluoro-7-(3-chloro-2-fluoro-6-hydroxyphenyl)-1-(2-isopropyl-4-methylpyridin-3-yl)-2-oxo-1,2-dihydro-1,8-naphthyridin-4-yl)-3-methylpiperazine